tert-butyl N-(2-bromo-5-oxo-12-oxa-3-thia-6-azatricyclo[6.4.1.04,13]trideca-1,4(13),7-trien-7-yl)carbamate BrC1=C2OCCCC3=C(NC(C(S1)=C23)=O)NC(OC(C)(C)C)=O